OC[C@H]1N(C[C@@H]([C@H]([C@@H]1O)O)O)CC1CCC2(CC2)CC1 (2R,3R,4R,5S)-2-(hydroxymethyl)-1-(spiro[2.5]oct-6-ylmethyl)piperidine-3,4,5-triol